N-(1-(4-bromophenethyl)-5-cyano-1H-benzo[d]imidazole-2-yl)benzamide BrC1=CC=C(CCN2C(=NC3=C2C=CC(=C3)C#N)NC(C3=CC=CC=C3)=O)C=C1